NC1=CC=C(C(=C1O)Br)Cl 6-amino-2-bromo-3-chlorophenol